6-{4-[1-(Propan-2-yl)piperidin-4-yl]-1,4-diazepan-1-yl}-N-(pyridin-3-yl)pyridine-2-carboxamide CC(C)N1CCC(CC1)N1CCN(CCC1)C1=CC=CC(=N1)C(=O)NC=1C=NC=CC1